O1CCCCCCCC\C=C/CCCCCC1 (Z)-oxacycloheptadec-10-en